[Cl-].[Na+].N[C@@H](CS)C(=O)O cysteine sodium chloride